FC=1C=CC(=NC1C=1C=NN(C1)C)C(=O)O 5-fluoro-6-(1-methylpyrazol-4-yl)pyridine-2-carboxylic acid